4-((1s,3s)-3-((5-methoxypyridin-2-yl)oxy)cyclobutyl)thiazol-2-amine COC=1C=CC(=NC1)OC1CC(C1)C=1N=C(SC1)N